P(=O)(O)([O-])[O-] mono-hydrogenphosphate